O=C1N(CCC2=NN3C(CNCCC3)=C21)C(=O)[O-] oxo-3,4,8,9,10,11-hexahydro-1H-pyrido-[4',3':3,4]pyrazolo[1,5-a][1,4]diazepine-2(7H)-carboxylate